2-(1-Vinylcyclobutyl)hydrazin-1-ium 2,2,2-trifluoroacetate FC(C(=O)[O-])(F)F.C(=C)C1(CCC1)N[NH3+]